C(C1=CC=CC=C1)OC(=O)N1CC(CC1)C(C=[N+]=[N-])=O 3-(2-diazoacetyl)pyrrolidine-1-carboxylic acid benzyl ester